(4R,10bS)-2-(8-cyano-5-quinolinyl)-4-methyl-3,4,6,10b-tetrahydro-1H-pyrazino[2,1-a]isoindole-8-carboxylic acid 2,4,6-trichloro-phenyl ester ClC1=C(C(=CC(=C1)Cl)Cl)OC(=O)C=1C=C2CN3[C@@H](C2=CC1)CN(C[C@H]3C)C3=C1C=CC=NC1=C(C=C3)C#N